OCCC(=O)O.OCCC(=O)O beta-hydroxypropionic acid (beta-hydroxypropionate)